(2R,3R,11bR)-3-(tert-butoxy)-10-methoxy-9-((R)-3,3,3-trifluoro-2-hydroxypropoxy)-1,3,4,6,7,11b-hexahydro-2H-pyrido[2,1-a]isoquinolin-2-ol C(C)(C)(C)O[C@H]1[C@@H](C[C@H]2N(CCC3=CC(=C(C=C23)OC)OC[C@H](C(F)(F)F)O)C1)O